C(=C)C1=CC(N(N=C1)CC1=CC=C(C=C1)OC)=O 5-ethenyl-2-[(4-methoxyphenyl)methyl]pyridazin-3-one